BrC1=NC=CC(=C1)CCN1CCCC1 2-bromo-4-(2-pyrrolidin-1-ylethyl)pyridine